2-(2-chloroethyl)-1-methylpyrrolidine ClCCC1N(CCC1)C